CC1=C(C=2C(=N[C@H](C=3N(C2S1)C(=NN3)C)CC(=O)O)C3=CC=C(C=C3)NC(CCCCCCC)=O)C (S)-2-(2,3,9-trimethyl-4-(4-octanamidophenyl)-6H-thieno[3,2-f][1,2,4]triazolo[4,3-a][1,4]diazepin-6-yl)acetic acid